(2S,3S)-2-((3'-Fluorobiphenyl-3-yl)methyl)-3-((methylsulfonyl)amino)pyrrolidine-1-carboxylic acid tert-butyl ester C(C)(C)(C)OC(=O)N1[C@H]([C@H](CC1)NS(=O)(=O)C)CC=1C=C(C=CC1)C1=CC(=CC=C1)F